N[C@H]1C[C@H](CCC1)N1CC2=CC=C(C=C2C1=O)NC(C=C)=O N-(2-((1S,3R)-3-aminocyclohexyl)-3-oxoisoindolin-5-yl)acrylamide